1-(2,4-dihydroxyphenyl)-2-(4-hydroxy-3-methoxyphenyl)ethanone OC1=C(C=CC(=C1)O)C(CC1=CC(=C(C=C1)O)OC)=O